2,4,8,10-tetraoxaspiro-[5.5]-undecane C1OCOCC12COCOC2